1-(2-fluoroethyl)piperazine bisHCl salt Cl.Cl.FCCN1CCNCC1